CC=1C=C(C=C2C=CNC12)B1OC(C(O1)(C)C)(C)C 7-methyl-5-(4,4,5,5-tetramethyl-1,3,2-dioxaborolan-2-yl)-1H-indole